N1=CC(=CC2=CC=CC=C12)C=CC(=O)O 3-(quinoline-3-yl)acrylic acid